(6R)-6-(1-(8-isobutyl-8-azabicyclo[3.2.1]octan-3-yl)piperidin-4-yl)-2-(4-(methylsulfonyl)phenyl)-5,6,7,8-tetrahydroimidazo[1,2-a]pyridine C(C(C)C)N1C2CC(CC1CC2)N2CCC(CC2)[C@H]2CCC=1N(C2)C=C(N1)C1=CC=C(C=C1)S(=O)(=O)C